CC1(COCC(N1CC1=CC=C(O1)\C(\C=N\NC(NCC)=S)=N\NC(NCC)=S)(C)C)C (2E,2'E)-2,2'-(1-(5-((3,3,5,5-tetramethylmorpholino)methyl)furan-2-yl)ethane-1,2-diylidene)bis(N-ethylhydrazine-1-carbothioamide)